CN(CC(=O)OC)C\C=C\B1OC(C(O1)(C)C)(C)C Methyl 2-[methyl-[(E)-3-(4,4,5,5-tetramethyl-1,3,2-dioxaborolan-2-yl)allyl]amino]acetate